2-(4-(((6-(cyclopropyl(2-fluoro-4-(1H-pyrazol-1-yl)benzyl)amino)-5-fluoropyrimidin-4-yl)amino)methyl)-3,4-dihydroxypiperidin-1-yl)acetamide C1(CC1)N(C1=C(C(=NC=N1)NCC1(C(CN(CC1)CC(=O)N)O)O)F)CC1=C(C=C(C=C1)N1N=CC=C1)F